2-((2-(6-chloro-7-fluoro-2,3-dihydro-4H-benzo[b][1,4]oxazin-4-yl)-2-oxoethyl)amino)-4,6-bis(trifluoromethyl)nicotinonitrile ClC1=CC2=C(OCCN2C(CNC2=C(C#N)C(=CC(=N2)C(F)(F)F)C(F)(F)F)=O)C=C1F